N-(4'-(2-oxa-6-azaspiro[3.3]heptan-6-yl)-[1,1'-biphenyl]-3-yl)-8-chloro-N-methyl-[1,2,4]triazolo[4,3-a]quinazolin-5-amine C1OCC12CN(C2)C2=CC=C(C=C2)C2=CC(=CC=C2)N(C2=NC=1N(C3=CC(=CC=C23)Cl)C=NN1)C